3-trifluoromethyl-benzoyl-acetonitrile FC(C=1C=C(C(=O)CC#N)C=CC1)(F)F